(3Z,6Z)-nonadiene-9-one C=C\C=C/CCCCC=O